N[C@@H](C(=O)NC1=C(C=C(C=C1)C1=C2C(=NC=C1)NC=C2)OC)CC2=CC=CC=C2 (2R)-2-Amino-N-[2-methoxy-4-(1H-pyrrolo[2,3-b]pyridin-4-yl)phenyl]-3-phenyl-propanamide